C1(=CC=CC=C1)C=1C(=C(C2=C(N=C(N2)C2=CC=CC=C2)C1)C1=CC=CC=C1)C1=CC=CC=C1 tetraphenylbenzimidazole